N-isobutyl-N',N'-dimethylurea C(C(C)C)NC(=O)N(C)C